2-(5-(cyclopropylmethyl)-4-(3-fluoro-4-sulfamoylbenzyl)-3-(3-(trifluoromethyl)phenyl)-1H-pyrazol-1-yl)thiazole-4-carboxylic acid C1(CC1)CC1=C(C(=NN1C=1SC=C(N1)C(=O)O)C1=CC(=CC=C1)C(F)(F)F)CC1=CC(=C(C=C1)S(N)(=O)=O)F